COC1=NC2=CC=CC=C2C=C1C1=CN=C(N1)[C@H](CCCCCC(CC)=O)NC(=O)[C@@H]1CC12CN(CCC2)C (1R)-N-((S)-1-(5-(2-methoxyquinolin-3-yl)-1H-imidazol-2-yl)-7-oxononyl)-5-methyl-5-azaspiro[2.5]octane-1-carboxamide